O[C@H]1[C@H](O[C@@H]([C@H]1O)CO)C=1NC=2N=C3N(C(C2N1)=O)C(C(N3)O)(C)O ((2R,3R,4S,5R)-3,4-dihydroxy-5-(hydroxymethyl)tetrahydrofuran-2-yl)-6,7-dihydroxy-7-methyl-6,7-dihydro-3H-imidazo[1,2-a]purin-9(5H)-one